ClC1=C2C(=NC=C1)NC(=C2C2=CC1=C(OCCN1C(=O)OC(C)(C)C)C=C2)I tert-butyl 6-(4-chloro-2-iodo-1H-pyrrolo[2,3-b]pyridin-3-yl)-2H-benzo[b][1,4]oxazine-4(3H)-carboxylate